5-((5-Bromo-3-chloro-2-hydroxyphenyl)sulfonamido)-3-cyclopropyl-2-fluoro-N-(oxetan-3-yl)benzamide BrC=1C=C(C(=C(C1)S(=O)(=O)NC=1C=C(C(=C(C(=O)NC2COC2)C1)F)C1CC1)O)Cl